[OH-].C(C)C(C([N+](CC)(CC)CC)(CC)CC)CC tetraethyl-tetraethylammonium hydroxide